C(#N)C=1C=NC2=C(C=C(C=C2C1NCC(C)(C)C)N[C@H](C=1N=NN(C1)C1(CCC1)C(=O)N)C=1C(=NC(=CC1)F)C)C#N (S)-1-(4-(((3,8-dicyano-4-(neopentylamino)quinolin-6-yl)amino)(6-fluoro-2-methylpyridin-3-yl)methyl)-1H-1,2,3-triazol-1-yl)cyclobutane-1-carboxamide